C(#N)CN[C@H]1CN(C[C@H](C1)C)C=1C=2N(C(=CC1)C#N)N=CC2 4-[(3r,5s)-3-(cyanomethylamino)-5-methyl-1-piperidinyl]pyrazolo[1,5-a]pyridine-7-carbonitrile